acryloxyisobutyltriethoxysilane C(C=C)(=O)OC(C)O[Si](OCC)(OCC)CC(C)C